O=C1NC(CCC1N1CCOC2=C1C=CC=C2C2CCN(CC2)CC(=O)OC(C)(C)C)=O tert-butyl 2-[4-[4-(2,6-dioxo-3-piperidyl)-2,3-dihydro-1,4-benzoxazin-8-yl]-1-piperidyl]acetate